Cis-2-(3-iodobenzyl)-3-((methylsulfonyl)amino)piperidine-1-carboxylic acid methyl ester COC(=O)N1[C@H]([C@H](CCC1)NS(=O)(=O)C)CC1=CC(=CC=C1)I